C(C)OC1=CC(=C(C(=O)N2C[C@H](N(CC2)C=2C(=NC(=CC2)C2=C(C=CC=C2)OCC)CNS(=O)(=O)C2=C(C=CC=C2)[N+](=O)[O-])CC)C=C1)C(F)(F)F (R)-N-((3-(4-(4-ethoxy-2-(trifluoromethyl)-benzoyl)-2-ethylpiperazin-1-yl)-6-(2-ethoxyphenyl)pyridin-2-yl)methyl)-2-nitrobenzenesulfonamide